FC=1C=CC=C2C=C(NC(C12)=O)CCC(=O)N1CCC(CC1)NC1=CC=C(C#N)C=C1 4-((1-(3-(8-fluoro-1-oxo-1,2-dihydroisoquinolin-3-yl)propionyl)piperidin-4-yl)amino)benzonitrile